1-cyano-N-(6-(trifluoro-methyl)benzo[d]thiazol-2-yl)pyrrolidine-3-carboxamide C(#N)N1CC(CC1)C(=O)NC=1SC2=C(N1)C=CC(=C2)C(F)(F)F